4-bromo-1H-indole-2-carboxamide BrC1=C2C=C(NC2=CC=C1)C(=O)N